N1CC[C@H](CCC1)OC1=CN=C(N=N1)C1=C(C=C(C=C1)N1C=NC=C1)O (S)-2-(6-(azepan-4-yloxy)-1,2,4-triazin-3-yl)-5-(1H-imidazol-1-yl)phenol